CC1=C(C=CC2=C1OC(=O)C(=C2[O-])NC(=O)C3=CC(=C(C=C3)O)CC=C(C)C)O The molecule is an organic anion obtained by selective deprotonation of the 4-hydroxy group on the chromene ring of novobiocic acid. It is a conjugate base of a novobiocic acid.